C(C)NC(=O)C=1C=C(C=C(C1)[N+](=O)[O-])B(O)O 3-(ETHYLCARBAMOYL)-5-NITROPHENYLBORONIC ACID